C(C1=CC=CC=C1)C1NC(OC12CCN(CC2)C2CC1CCC(C2)N1C1=NC(=NO1)C)=O 4-benzyl-8-(8-(3-methyl-1,2,4-oxadiazol-5-yl)-8-azabicyclo[3.2.1]oct-3-yl)-1-oxa-3,8-diazaspiro[4.5]decan-2-one